N-(3,3-difluorocyclobutyl)-6-(6-(4-methoxypyridin-3-yl)-4-methyl-1H-pyrazolo[4,3-c]pyridin-1-yl)-N-methyl-4-((2R,3S)-2-methyl-3-((methylsulfonyl)methyl)azetidin-1-yl)pyridin-2-amine FC1(CC(C1)N(C1=NC(=CC(=C1)N1[C@@H]([C@H](C1)CS(=O)(=O)C)C)N1N=CC=2C(=NC(=CC21)C=2C=NC=CC2OC)C)C)F